2-{3-[(4-methanesulfonyl-2-methoxyphenyl)amino]prop-1-yn-1-yl}-N-{1-[(3S)-oxolan-3-yl]piperidin-4-yl}-1-(2,2,2-trifluoroethyl)-1H-indol-4-amine CS(=O)(=O)C1=CC(=C(C=C1)NCC#CC=1N(C=2C=CC=C(C2C1)NC1CCN(CC1)[C@@H]1COCC1)CC(F)(F)F)OC